FC=1C(=CC=2C3=C(NC(C2C1)=O)COCC3N(C(=O)C3=CC1=NC(=CC=C1N3)C(F)(F)F)C)F N-(8,9-difluoro-6-oxo-1,4,5,6-tetrahydro-2H-pyrano[3,4-c]isoquinolin-1-yl)-N-methyl-5-(trifluoromethyl)-1H-pyrrolo[3,2-b]pyridine-2-carboxamide